24-ethylcholesterol C(C)C(C(C)C)CC[C@@H](C)[C@H]1CC[C@H]2[C@@H]3CC=C4C[C@@H](O)CC[C@]4(C)[C@H]3CC[C@]12C